1-(6-(1,3-Dioxolan-2-yl)-2,4-difluoro-3-(trimethylsilyl)phenyl)-2-fluoroethan-1-one O1C(OCC1)C1=CC(=C(C(=C1C(CF)=O)F)[Si](C)(C)C)F